C(#C)C=1C=C(C(=O)N2CC3(CC2)CCN(CC3)C(=O)OC(C)(C)C)C=CC1 tert-butyl 2-(3-ethynylbenzoyl)-2,8-diazaspiro[4.5]decane-8-carboxylate